2-(2-((5-chloro-2-(1H-tetrazol-1-yl) phenyl) amino)-2-oxoacetamido)-3-(4-((N-ethylsulfamoyl) amino) phenylpropionamido)-1H-indole-2-carboxylate ClC=1C=CC(=C(C1)NC(C(=O)NC1(NC2=CC=CC=C2C1NC(CCC1=CC=C(C=C1)NS(NCC)(=O)=O)=O)C(=O)[O-])=O)N1N=NN=C1